2-(5-bromo-3-(4-(1-methyl-1H-indol-3-yl)-2,5-dioxo-2,5-dihydrofuran-3-yl)-1H-indol-1-yl)acetic acid BrC=1C=C2C(=CN(C2=CC1)CC(=O)O)C=1C(OC(C1C1=CN(C2=CC=CC=C12)C)=O)=O